COC1=CC(=C2C(CC(OC2=C1)C1=CC=C(C=C1)OC)=O)O 7,4'-dimethoxy-5-hydroxyflavanone